CC1(C2=CC=CC=C2NC=2C(=CC=CC12)B1OC(C(O1)(C)C)(C)C)C 9,9-dimethyl-4-(4,4,5,5-tetramethyl-1,3,2-dioxaborolan-2-yl)-9,10-dihydroacridine